ClC1=C(C=2C(=NC=C(C2)C=2C=C3CCN(CC3=C(C2)[C@H]2NCCOC2)C(C(C)(C)O)=O)N1)CC (R)-1-(6-(2-chloro-3-ethyl-1H-pyrrolo[2,3-b]pyridin-5-yl)-8-(morpholin-3-yl)-3,4-dihydroisoquinolin-2(1H)-yl)-2-hydroxy-2-methylpropan-1-one